FC1(CCN(CC1)C(=O)OC(C)(C)C)C=1N=NN(C1)[C@@H]1CC[C@H](CC1)C(=O)OC tert-Butyl 4-fluoro-4-{1-[trans-4-(methoxycarbonyl)cyclohexyl]-1H-1,2,3-triazol-4-yl}piperidine-1-carboxylate